4-{5-[(3R)-3-(dimethylamino)pyrrolidin-1-yl]-8-[3-(hydroxymethyl)-4-methylphenyl]imidazo[1,2-c]pyrimidin-7-yl}benzonitrile CN([C@H]1CN(CC1)C1=NC(=C(C=2N1C=CN2)C2=CC(=C(C=C2)C)CO)C2=CC=C(C#N)C=C2)C